5-(4-(2,4-difluorobenzyloxy)-3-bromo-6-methyl-2-oxopyridin-1(2H)-yl)-4-methylpyrimidine-2-carboxylic acid FC1=C(COC2=C(C(N(C(=C2)C)C=2C(=NC(=NC2)C(=O)O)C)=O)Br)C=CC(=C1)F